(3R,5S) or (3S,5S)-6-chloro-N-(5-chloro-1-cyclopropyl-1H-pyrazol-4-yl)-7-[1-(5-cyclopropyloxolan-3-yl)piperidin-4-yl]quinazolin-2-amine ClC=1C=C2C=NC(=NC2=CC1C1CCN(CC1)[C@H]1CO[C@@H](C1)C1CC1)NC=1C=NN(C1Cl)C1CC1 |o1:17|